3-(Pentan-2-ylphenoxy)-1H-1,2,3-triazole-4-carboxylic acid CC(CCC)C1=C(ON2NNC=C2C(=O)O)C=CC=C1